tert-butyl 4-((4-(4-(1,1-dioxidothiomorpholino)-7-((2-(trimethylsilyl)ethoxy)methyl)-7H-pyrrolo[2,3-d]pyrimidin-6-yl)phenyl)carbamoyl)-4-hydroxypiperidine-1-carboxylate O=S1(CCN(CC1)C=1C2=C(N=CN1)N(C(=C2)C2=CC=C(C=C2)NC(=O)C2(CCN(CC2)C(=O)OC(C)(C)C)O)COCC[Si](C)(C)C)=O